NC=1SC(=C(N1)C1=CC(=CC=C1)C)C 2-amino-4-(3-methylphenyl)-5-methylthiazole